6-bromo-3-iodo-dibenzo[b,d]furan BrC1=CC=CC=2C3=C(OC21)C=C(C=C3)I